[4-(6-Amino-pyridazin-3-yl)-piperidin-1-yl]-{4-[6-((S)-sec-butoxy)-pyridin-3-yl]-3-methoxy-phenyl}-methanone NC1=CC=C(N=N1)C1CCN(CC1)C(=O)C1=CC(=C(C=C1)C=1C=NC(=CC1)O[C@@H](C)CC)OC